N-(3-(3-phenylimidazo[1,2-b]pyridazin-6-yl)phenyl)acetamide C1(=CC=CC=C1)C1=CN=C2N1N=C(C=C2)C=2C=C(C=CC2)NC(C)=O